CN1N=C(C=C1C1=CC=C(S1)NC=O)C(F)(F)F N-{5-[1-methyl-3-(trifluoromethyl)pyrazol-5-yl](2-thienyl)}carboxamide